CC(CCC(=O)O)CCCCCCCCCC(CCCC)C 4,14-dimethyl-octadecanoic acid